CN(C(OC(C)(C)C)=O)C[C@@H]1OCCC2=C(C=CC=C12)C1=CC(=NC=C1)C(F)(F)F tert-butyl (R)-methyl((5-(2-(trifluoromethyl)pyridin-4-yl)isochroman-1-yl)methyl)carbamate